C1(CCCCC1)N1C(=NC=2C1=C1C(=NC2)NC=C1)C1=CC=C(O1)/C=C(\C#N)/C(=O)N1CCCCC1 (E)-3-(5-(1-cyclohexyl-1,6-dihydroimidazo[4,5-d]pyrrolo[2,3-b]pyridin-2-yl)furan-2-yl)-2-(piperidine-1-carbonyl)acrylonitrile